(1-(3,4-difluorophenyl)-2-(piperazin-1-yl)ethyl)-4-(trifluoromethoxy)benzenesulfonamide FC=1C=C(C=CC1F)C(CN1CCNCC1)C1=C(C=CC(=C1)OC(F)(F)F)S(=O)(=O)N